ClC=1C(=NC(=NC1)NC1=CC(=C(C=C1)N1CCC(CC1)N1CCN(CC1)C)OC)N1CC2=C(CC1)SC=C2 5-chloro-4-(6,7-dihydrothieno[3,2-c]pyridin-5(4H)-yl)-N-(3-methoxy-4-(4-(4-methylpiperazin-1-yl)piperidin-1-yl)phenyl)pyrimidin-2-amine